N[C@@H](CCCCN)C(=O)OC([C@@H](N)CCCCN)=O LysylOxid